CN1N=C2C=CC(=CC2=C1)C=1CC[C@@H](CN1)C 2-methyl-5-[(3S)-3-methyl-2,3,4,5-tetrahydropyridin-6-yl]indazole